O=C(CCCCC(=O)O)CCC=CCC=CCCCCC 6-oxo-9,12-octadecadienoic acid